C1(=CC=CC2=CC=CC=C12)C=C1C(C2=CC=CC=C2C1=O)=O 2-(1-naphthylmethylene)1,3-indenedione